N,N,N'-tri(2-hydroxypropyl)ethylenediamine OC(CN(CCNCC(C)O)CC(C)O)C